OC(C)(C)C1CN(C1)C=1C=CC=2N(C1)N=CC2C#N 6-(3-(2-hydroxypropane-2-yl)azetidin-1-yl)pyrazolo[1,5-a]pyridine-3-carbonitrile